(3R)-3-{[2-(1-Ethyl-3-methyl-1H-pyrazol-4-yl)-7-(methylsulfonyl)[1,2,4]triazolo[1,5-c]quinazolin-5-yl]amino}azepin-2-one C(C)N1N=C(C(=C1)C1=NN2C(=NC=3C(=CC=CC3C2=N1)S(=O)(=O)C)NC=1C(N=CC=CC1)=O)C